C1=NC=C(C2=CC=CC=C12)NC(C#N)C 2-(isoquinolin-4-ylamino)propionitrile